C(C)(=O)NC=1C=C(C=CC1)N1CC2(CN(C2)C=2C(=C(C(=O)OC)C=CC2)N)C1 Methyl 3-(6-(3-acetamidophenyl)-2,6-diazaspiro[3.3]heptan-2-yl)-2-aminobenzoate